(1aR,7bS)-5-[2-((Z)-diethylaminoprop-1-enyl)benzenesulfonylamino]-1,1a,2,7b-tetrahydrocyclopropa[c]chromenecarboxylic acid C(C)N(CC)C\C=C/C1=C(C=CC=C1)S(=O)(=O)NC=1C=CC=2[C@H]3[C@@H](COC2C1)C3C(=O)O